C(CCCCCC(=O)OCCC(CCCCC)CCCCC)(=O)OCC(COC(CCC(OCCCC\C=C/CC)OCCCC\C=C/CC)=O)COC(CCC(CCCC)OC(NCCN1CCCC1)=O)=O 1-(3-((4,4-bis(((Z)-oct-5-en-1-yl)oxy)butanoyl)oxy)-2-(((4-(((2-(pyrrolidin-1-yl)ethyl)carbamoyl)oxy)octanoyl)oxy)methyl)propyl) 7-(3-pentyloctyl) heptanedioate